(6-(2-methoxyphenyl)-3-(3-(3-methylpyridin-2-yloxy)pyrrolidin-1-yl)pyridin-2-yl)methanol COC1=C(C=CC=C1)C1=CC=C(C(=N1)CO)N1CC(CC1)OC1=NC=CC=C1C